5-[[(1S)-1-(Hydroxymethyl)-2-octadecoxy-ethoxy]methyl]pyridine-2-carbonitrile OC[C@@H](COCCCCCCCCCCCCCCCCCC)OCC=1C=CC(=NC1)C#N